[4-[2-(tetrahydropyran-4-ylmethyl)-3H-imidazo[4,5-b]pyridin-7-yl]-1-piperidyl]-[4-(trifluoromethoxy)phenyl]methanone O1CCC(CC1)CC1=NC=2C(=NC=CC2C2CCN(CC2)C(=O)C2=CC=C(C=C2)OC(F)(F)F)N1